[Si]([O-])([O-])([O-])[O-].[Ca+2].[Ca+2].[Ca+2].[Ca+2].[Si]([O-])([O-])([O-])[O-] tetracalcium silicate